C(C)(C)(C)C1=CC=C(C=C1)[C@H]1CCNC=2N1N=CC2C#N (R)-7-(4-(tert-butyl)phenyl)-4,5,6,7-tetrahydropyrazolo[1,5-a]pyrimidine-3-carbonitrile